N[C@H](C(=O)N[C@H](C(=O)N)C[C@H]1C(NCCC1)=O)CC1CC1 (2S)-2-amino-N-[(1S)-2-amino-2-oxo-1-[[(3S)-2-oxo-3-piperidyl]methyl]ethyl]-3-cyclopropyl-propanamide